(1,3-dioxoisoindolin-2-yl) 1-phenylcyclopropanecarboxylate C1(=CC=CC=C1)C1(CC1)C(=O)ON1C(C2=CC=CC=C2C1=O)=O